C(N)(=O)C1(COCC1)N1CC(=CC=C1C)COC=1C=CC2=C(C=C(O2)C)C1 N-(3-carbamoyltetrahydrofuran-3-yl)-2-methyl-5-((6-methylpyridin-3-yl)methoxy)benzofuran